(1S,4S)-quinuclidin N12CCC(CC1)CC2